FC(C)(F)C1=CC=C(C=N1)C1=C(C(=O)OC)C=C(C=C1)NC(=O)C1(CC1)C1=C(C=C(C=C1)OC(F)(F)F)F Methyl 2-[6-(1,1-difluoroethyl) pyridin-3-yl]-5-[({1-[2-fluoro-4-(trifluoromethoxy) phenyl]cyclopropyl}carbonyl) amino]benzoate